1,2,3,7,8-pentachlorodibenzodioxin ClC1=C(C(=CC=2OC3=C(OC21)C=C(C(=C3)Cl)Cl)Cl)Cl